FC=1C(=NC(=NC1)NC1=CC=C(C=C1)N1CCN(CC1)C1CCN(CC1)C)C=1C=NN(C1)C(C)C fluoro-N-(4-(4-(1-methylpiperidin-4-yl)piperazin-1-yl)phenyl)-4-(1-isopropyl-1H-pyrazol-4-yl)pyrimidin-2-amine